(4-hydroxyphenyl)dimethylsulfonium hexafluorophosphate F[P-](F)(F)(F)(F)F.OC1=CC=C(C=C1)[S+](C)C